(3-(((1S,4S)-4-(Pyrimidin-5-yl)cyclohexyl)-methyl)-1,2,3-oxadiazol-3-ium-5-yl)((3-(trifluoromethyl)phenyl)carbamoyl)amide N1=CN=CC(=C1)C1CCC(CC1)C[N+]1=NOC(=C1)[N-]C(NC1=CC(=CC=C1)C(F)(F)F)=O